C(C=C)OC(=O)N[C@H]1CSC2=C(N(C1=O)CC1=CC=C(C=C1)Cl)C=C(C(=C2)F)C(=O)OC methyl (3R)-3-(allyloxycarbonylamino)-5-[(4-chlorophenyl)methyl]-8-fluoro-4-oxo-2,3-dihydro-1,5-benzothiazepine-7-carboxylate